ethyl 2-methyl-5-((4-methylthiazol-5-yl)methoxy)benzofuran-3-carboxylate CC=1OC2=C(C1C(=O)OCC)C=C(C=C2)OCC2=C(N=CS2)C